(3R)-7-(piperazin-1-yl)-3,4-dihydro-2H-1-benzopyran N1(CCNCC1)C1=CC2=C(CCCO2)C=C1